C(CCCCCCCCCC)(=O)OC[C@@H](OC(CCCCCCCCCCCCCCCCCCCCCCCC)=O)COP(=O)([O-])OCC[N+](C)(C)C 1-undecanoyl-2-pentacosanoyl-sn-glycero-3-phosphocholine